4-(3-((Benzyloxy)methyl)-4-ethyl-5-oxo-4,5-dihydro-1H-1,2,4-triazol-1-yl)-N-(2-chlorophenyl)-5-fluoro-2-(1-hydroxy-3-methylbut-3-en-2-yl)benzamide C(C1=CC=CC=C1)OCC1=NN(C(N1CC)=O)C1=CC(=C(C(=O)NC2=C(C=CC=C2)Cl)C=C1F)C(CO)C(=C)C